CC1(CN(C1)C(=O)N1N=CC(=C1)C1=C2C(=NC=C1)NC(N2)=O)C 7-(1-(3,3-dimethylazetidine-1-carbonyl)-1H-pyrazol-4-yl)-1,3-dihydro-2H-imidazo[4,5-b]pyridin-2-one